2-(2,6-difluorophenyl)-N-(3-fluoro-4-morpholinophenyl)pyrazolo[1,5-a][1,3,5]triazin-4-amine FC1=C(C(=CC=C1)F)C1=NC=2N(C(=N1)NC1=CC(=C(C=C1)N1CCOCC1)F)N=CC2